N[C@H]1[C@@H](C1)NC(OC(C)(C)C)=O tert-butyl ((trans)-2-aminocyclopropyl)carbamate